diiododicarbonyl-rhodium I[Rh](=C=O)(=C=O)I